3-(cyclopentyloxy)-N-(3-(morpholine-4-carbonyl)phenyl)benzamide tert-Butyl-(S)-{1-[2-(benzo[d]isoxazol-3-yl)phenyl]-2-(6-methylpyridine-2-yl)ethyl}carbamate C(C)(C)(C)N(C(O)=O)[C@@H](CC1=NC(=CC=C1)C)C1=C(C=CC=C1)C1=NOC2=C1C=CC=C2.C2(CCCC2)OC=2C=C(C(=O)NC1=CC(=CC=C1)C(=O)N1CCOCC1)C=CC2